4-[3-[2,6-Dichloro-4-(3-hydroxy-3-methylbutoxy)benzoyl]-2,4-dihydro-1,3-benzoxazin-8-yl]-5-fluoro-2-(3-oxa-8-azabicyclo[3.2.1]octan-8-yl)benzoic acid ClC1=C(C(=O)N2COC3=C(C2)C=CC=C3C3=CC(=C(C(=O)O)C=C3F)N3C2COCC3CC2)C(=CC(=C1)OCCC(C)(C)O)Cl